(S)-5,6-dibromo-2-methyl-2,3-dihydroimidazo[2,1-B]oxazole BrC1=C(N=C2O[C@H](CN21)C)Br